COC=1C(=C(C=CC1)C(C(=O)C1=CC=CC=C1)=O)OC dimethoxydiphenylethanedione